2-(4-bromo-3-nitro-pyrazol-1-yl)acetonitrile BrC=1C(=NN(C1)CC#N)[N+](=O)[O-]